NC1=CC=C(C=C1)NC1=C2C(=NC=N1)N(N=C2)C2COCC2 (4-aminophenyl)-1-(tetrahydrofuran-3-yl)-1H-pyrazolo[3,4-d]pyrimidin-4-ylamine